1-methyl-4-(3-((2-((3-methyl-1-(piperidin-4-yl)-1H-pyrazol-4-yl)amino)-5-(trifluoromethyl)pyrimidin-4-yl)amino)propyl)-1,4-diazepan-5-one CN1CCN(C(CC1)=O)CCCNC1=NC(=NC=C1C(F)(F)F)NC=1C(=NN(C1)C1CCNCC1)C